CN1CCN(CC1)C1=CC=C(C=C1)NC=1N=C(C2=C(N1)NC=C2N2CCCCC2)OC=2C=C(C=CC2)NC(C=C)=O N-(3-((2-((4-(4-methylpiperazin-1-yl)phenyl)amino)-5-(piperidin-1-yl)-7H-pyrrolo[2,3-d]pyrimidin-4-yl)oxy)phenyl)acrylamide